4-(6,7-Dihydrothieno[3,2-C]pyridin-5(4H)-yl)-N-(2-methoxy-4-nitrophenyl)pyrimidin-2-amine S1C=CC=2CN(CCC21)C2=NC(=NC=C2)NC2=C(C=C(C=C2)[N+](=O)[O-])OC